8-methoxy-N-(6-methoxy-2-pyridinyl)-2-tetrahydropyran-4-yl-imidazo[1,2-a]pyrazine-6-carboxamide COC=1C=2N(C=C(N1)C(=O)NC1=NC(=CC=C1)OC)C=C(N2)C2CCOCC2